6-(2,6-dichlorophenyl)-2-({4-[(3S)-3-(dimethylamino)pyrrolidin-1-yl]phenyl}amino)imidazo[1,2-a]pyrimido[5,4-e]pyrimidin-5(6H)-one ClC1=C(C(=CC=C1)Cl)N1C=2N(C3=C(C1=O)C=NC(=N3)NC3=CC=C(C=C3)N3C[C@H](CC3)N(C)C)C=CN2